(R)-4-(1-(3-(difluoromethyl)-2-fluorophenyl)ethylamino)-2-methyl-7-oxo-N-(pyridin-2-yl)-7,8-dihydropyrido[2,3-d]pyrimidine-6-carboxamide FC(C=1C(=C(C=CC1)[C@@H](C)NC=1C2=C(N=C(N1)C)NC(C(=C2)C(=O)NC2=NC=CC=C2)=O)F)F